ClC=1C(=C2C(=CC(=CC2=CC1)O)C1=C(C=2N=C(N=C(C2C=N1)N1CCOCCC1)OC[C@]12CCCN2C[C@@H](C1)F)F)C#C 6-chloro-5-ethynyl-4-(8-fluoro-2-(((2R,7aS)-2-fluorotetrahydro-1H-pyrrolizin-7a(5H)-yl)methoxy)-4-(1,4-oxazepan-4-yl)pyrido[4,3-d]pyrimidin-7-yl)naphthalen-2-ol